C1C2=C(C3=C(C=CC=N3)NC1=O)NC4=C2C=C(C=C4)Br The molecule is an organic heterotetracyclic compound that is 7,12-dihydropyrido[3',2':2,3]azepino[4,5-b]indole substituted at positions 6 and 9 by oxo and bromo groups respectively. It has a role as an EC 2.7.11.26 (tau-protein kinase) inhibitor and a Wnt signalling activator. It is an organic heterotetracyclic compound, an organonitrogen heterocyclic compound, a lactam and an organobromine compound.